tert-butyl 4-[3-(3-tert-butoxy-3-oxo-propyl)-1-[1-[(4-methoxyphenyl)methyl]-2,6-dioxo-3-piperidyl]-2-oxo-benzimidazol-5-yl]piperidine-1-carboxylate C(C)(C)(C)OC(CCN1C(N(C2=C1C=C(C=C2)C2CCN(CC2)C(=O)OC(C)(C)C)C2C(N(C(CC2)=O)CC2=CC=C(C=C2)OC)=O)=O)=O